n-heptene CCCCCC=C